FC(CC=1C(=C2C(=NC=3N(C2=CC1)C(=NN3)C)NC3=CC(=NC=C3)C#CC3(CC3)C)F)F (2,2-difluoroethyl)-6-fluoro-1-methyl-N-(2-((1-methylcyclopropyl)ethynyl)pyridin-4-yl)-[1,2,4]triazolo[4,3-a]quinazolin-5-amine